COC1=CC=C(C=C1)C1(C=CC2=C(O1)C=1C=C(C(=CC1C1=C2C(C2=CC(=CC=C21)C(F)(F)F)(CCCC)CCCC)OC)OC)C2=CC=C(C=C2)OC 3,3-bis-(4-methoxyphenyl)-6,7-dimethoxy-11-trifluoromethyl-13,13-di-n-butyl-3H,13H-indeno[2',3':3,4]naphtho[1,2-b]pyran